S(=O)(=O)(O)C=1C=C(C=C(C(=O)[O-])C1)C(=O)[O-].[Na+].C(#N)[C@H]1N(CCC1)C(CN1C[C@H](CC1)C=1OC2=C(C1C(=O)N)C=CC=C2)=O.[Na+] ((S)-1-(2-((S)-2-cyanopyrrolidin-1-yl)-2-oxoethyl)pyrrolidin-3-yl)benzofuran-3-carboxamide sodium 5-sulfoisophthalate